BrC=1C(=NC=CC1)N 3-bromopyridin-2-amine